N-((1R,3S)-3-((5-chloro-4-(7-fluoro-3-isopropyl-2-methyl-2H-indazol-5-yl)pyridin-2-yl)carbamoyl)cyclohexyl)-5-methylisoxazole-3-carboxamide ClC=1C(=CC(=NC1)NC(=O)[C@@H]1C[C@@H](CCC1)NC(=O)C1=NOC(=C1)C)C1=CC2=C(N(N=C2C(=C1)F)C)C(C)C